N-(2-(4-(4-((4-([1,2,4]triazolo[1,5-a]pyridin-7-yloxy)-3-methylphenyl)amino)pyrrolo[2,1-f][1,2,4]triazin-5-yl)-1H-pyrazol-1-yl)ethyl)acrylamide N=1C=NN2C1C=C(C=C2)OC2=C(C=C(C=C2)NC2=NC=NN1C2=C(C=C1)C=1C=NN(C1)CCNC(C=C)=O)C